C(C)N1N=CC=C1C(=O)N[C@H](C(=O)NC1=NC(=C(C=C1)C=1C(=NNC1CC)C)F)C1CCC(CC1)C 2-ethyl-N-[(1S)-2-[[5-(5-ethyl-3-methyl-1H-pyrazol-4-yl)-6-fluoro-2-pyridyl]amino]-1-(4-methylcyclohexyl)-2-oxo-ethyl]pyrazole-3-carboxamide